ethyl-(2-hydroxyethyl)dimethyl-ammonium chloride [Cl-].C(C)[N+](C)(C)CCO